ClC1=C(C=C(C=C1)F)C1NC(C2=C1C(=CC1=C(N(N=C21)C)CC(F)F)C2SC1=C(N2C(=O)N)C=CC(=C1)F)=O (6-(2-chloro-5-fluorophenyl)-3-(2,2-difluoroethyl)-2-methyl-8-oxo-2,6,7,8-tetrahydropyrrolo[3,4-g]indazol-5-yl)-6-fluorobenzo[d]thiazole-3(2H)-carboxamide